CC1=C(OC2=C(C=C(C=C2C1=O)C)[C@@H](C)NC1=C(C(=O)O)C=CC=C1)N1C[C@H](CC1)C1=CC=CC=C1 2-[[(1R)-1-[3,6-dimethyl-4-oxo-2-[(3R)-3-phenylpyrrolidin-1-yl]chromen-8-yl]ethyl]amino]benzoic acid